tert-butyl 3-[2-[2-[3-[2-(2,6-dioxo-3-piperidyl)-1-oxo-isoindolin-4-yl]propoxy]ethoxy]ethoxy]propanoate O=C1NC(CCC1N1C(C2=CC=CC(=C2C1)CCCOCCOCCOCCC(=O)OC(C)(C)C)=O)=O